2-(4-methoxycarbonylphenyl)-2H-indazole COC(=O)C1=CC=C(C=C1)N1N=C2C=CC=CC2=C1